OB1OC2=C(C3C1C3)C=CC(=C2C(=O)O)OC2CN(C2)C(CC2CN(CCO2)C)=O 2-hydroxy-5-[(1-{[4-methylmorpholin-2-yl]acetyl}azetidin-3-yl)oxy]-1,1a,2,7b-tetrahydrocyclopropa[c][1,2]benzoxaborinine-4-carboxylic acid